C(CCCCCCCC)OC1=CC=C(C2=CC=CC=C12)O 4-(n-nonyloxy)-1-naphthol